SC1=CC(=CC=C1)S 1,3-dimercaptobenzene